CNCC(C)O methylamino-2-propanol